3-[2-(diaminomethyleneamino)thiazol-4-ylmethylthio]-N-sulfamoylpropionamidine NC(N)=NC=1SC=C(N1)CSCCC(=N)NS(N)(=O)=O